3-methyl-4-(trifluoromethoxy)phenyl isocyanate CC=1C=C(C=CC1OC(F)(F)F)N=C=O